BrC[C@@]1(CNCC1)C (3S,8aR)-3-(bromomethyl)-3-methyltetrahydro-1H-pyrrole